FC1=C(OC2=CC=3C=4N(C=NC3C=C2)CCN4)C(=CC=C1F)F 9-(2,3,6-trifluorophenoxy)-2,3-dihydroimidazo[1,2-c]quinazoline